ClC1=NC=C(C=C1)C1=NOC(=N1)C 2-chloro-5-(5-methyl-[1,2,4]oxadiazol-3-yl)-pyridine